O=C1C=CC(O1)CCCCCNC(OC(C)(C)C)=O Tert-butyl (5-(5-oxo-2,5-dihydrofuran-2-yl)pentyl)carbamate